CCC#CCCCCCCCCCCCCCC Octadec-3-yne